hexamethyldiselenane CC1(C(C([Se][Se]C1)(C)C)(C)C)C